C(C#C)OC1=CC2=C(C(C(=CO2)O)=O)C(=C1)O 7-(propargyloxy)-3,5-dihydroxy-4H-1-benzopyran-4-one